(E)-ethyl 3-(2-ethyl-7-fluoro-4-oxo-3-phenyl-3,4-dihydroquinazolin-6-yl)acrylate C(C)C1=NC2=CC(=C(C=C2C(N1C1=CC=CC=C1)=O)/C=C/C(=O)OCC)F